4-hydroxy-6-methyl-2H-pyran-2-one OC1=CC(OC(=C1)C)=O